C(C)OC(=O)C1=NN(C(=C1)NC(=O)C1=CC=CC=2C3=CC=CC=C3CC12)C1=CC=CC=C1 5-(9H-fluorene-1-carboxamido)-1-phenyl-1H-pyrazole-3-carboxylic acid ethyl ester